4-(((S)-3-(6-((R)-1-((6-chloro-2-(methoxycarbonyl)pyridin-3-yl)amino)ethyl)-4-methylpyridin-2-yl)-2-oxooxazolidin-4-yl)methyl)benzoic acid ClC1=CC=C(C(=N1)C(=O)OC)N[C@H](C)C1=CC(=CC(=N1)N1C(OC[C@@H]1CC1=CC=C(C(=O)O)C=C1)=O)C